(2S,3R,4R,5S)-N-(6-((R)-1,2-dihydroxyethyl)pyridin-3-yl)-3-(7-ethoxy-2,2-difluorobenzo[d][1,3]dioxol-4-yl)-4,5-dimethyl-5-(trifluoromethyl)tetrahydrofuran-2-carboxamide O[C@@H](CO)C1=CC=C(C=N1)NC(=O)[C@H]1O[C@@]([C@@H]([C@@H]1C1=CC=C(C=2OC(OC21)(F)F)OCC)C)(C(F)(F)F)C